3-[(S)-(1-Cyclopropyl-3-fluoro-azetidin-3-yl)-hydroxy-(4-isopropyl-phenyl)-methyl]-benzonitrile C1(CC1)N1CC(C1)(F)[C@@](C=1C=C(C#N)C=CC1)(C1=CC=C(C=C1)C(C)C)O